TRANS-2-AMINO-CYCLOPENTANECARBOXYLIC ACID N[C@H]1[C@@H](CCC1)C(=O)O